CC([O-])C.CC([O-])C.CC([O-])C.[La+3] lanthanum trisisopropoxide